C(#N)N1[C@H]2[C@@H](C[C@@H]1CC2)NC(=O)C2CNCC2 N-((1R,2R,4S)-7-cyano-7-azabicyclo[2.2.1]heptan-2-yl)-3-pyrrolidinecarboxamide